(S)-1-(2-benzhydryl-2-methylhydrazineyl)-1-oxopropan-2-aminium chloride [Cl-].C(C1=CC=CC=C1)(C1=CC=CC=C1)N(NC([C@H](C)[NH3+])=O)C